ClC1=C(CNC(CN2N=C(C=CC2=O)C=2SC(=CN2)C)=O)C=CC=C1 N-(2-chlorobenzyl)-2-(3-(5-methylthiazol-2-yl)-6-oxopyridazin-1(6H)-yl)acetamide